FC(C(=O)OOC(C(C(C(C(C(F)(F)F)(F)F)(F)F)(F)F)(F)F)=O)(C(C(C(C(F)(F)F)(F)F)(F)F)(F)F)F perfluorocaproyl peroxide